C1=C(C=CC=2C3=CC=CC=C3CCC12)N 9,10-dihydrophenanthren-2-amine